1,1,1-Trimethylolethan C(O)C(C)(CO)CO